CC(C(=O)OCCC(C)(C1=CC(=CC=C1)C(F)(F)F)NS(=O)C(C)(C)C)(C)C 3-[(2-methylpropane-2-sulfinyl)amino]-3-[3-(trifluoromethyl)phenyl]butyl 2,2-dimethylpropanoate